6-(Chlorosulfonyl)-3-methoxybenzo[b]thiophene-2-carboxylic acid methyl ester COC(=O)C1=C(C2=C(S1)C=C(C=C2)S(=O)(=O)Cl)OC